3-chloro-5-(pyrrolidin-3-yl)pyridine hydrochloride Cl.ClC=1C=NC=C(C1)C1CNCC1